C1(CC1)C1=CN2CC(CC3=CC(=C(C1=C23)F)F)N(C(OC(C)(C)C)=O)C tert-butyl (1-cyclopropyl-8,9-difluoro-5,6-dihydro-4H-pyrrolo[3,2,1-ij]quinolin-5-yl)(methyl)carbamate